5-(Dodecyloxy)-1,3-diisopropyl-1H-benzo[d]imidazol-3-ium hydrogen carbonate C(O)([O-])=O.C(CCCCCCCCCCC)OC1=CC2=C(N(C=[N+]2C(C)C)C(C)C)C=C1